C(C)(C)(C)[Si](OC(CC1=CC=CC2=CC=CC(=C12)B1OC(C(O1)(C)C)(C)C)C)(C)C t-butyldimethyl((1-(8-(4,4,5,5-tetramethyl-1,3,2-dioxaborolane-2-yl)naphthalen-1-yl)propan-2-yl)oxy)silane